3-(2-cyanopropan-2-yl)-N-(4-methyl-3-(4-(4-(oxetan-3-yloxy)pyridin-3-yl)-1H-pyrazol-1-yl)phenyl)benzamide C(#N)C(C)(C)C=1C=C(C(=O)NC2=CC(=C(C=C2)C)N2N=CC(=C2)C=2C=NC=CC2OC2COC2)C=CC1